bis(1,1-difluoroethoxy)ethaneN FC(C)(OC=COC(C)(F)F)F